[Na].C(#N)C1=C(SC=2CN(CCC21)CC2COC2)S(=O)(=O)NC(NC2=C1CCCC1=CC=1CCCC21)=O ((3-cyano-6-(oxetan-3-ylmethyl)-4,5,6,7-tetrahydrothieno[2,3-c]pyridin-2-yl)sulfonyl)((1,2,3,5,6,7-hexahydro-s-indacen-4-yl)carbamoyl)amine sodium salt